CN1C([C@H](CC1)CC#C)=O (S)-1-methyl-2-oxo-3-prop-2-ynyl-pyrrolidine